7-bromo-2,6-dichloro-5,6-difluoro-3-((2-(trimethylsilyl)ethoxy)methyl)quinazolin-4(3H)-one BrC=1C(C(=C2C(N(C(N=C2C1)Cl)COCC[Si](C)(C)C)=O)F)(F)Cl